6-(4-aminophenoxy)-5-(4-phenoxyphenyl)pyrimidin-4-amine NC1=CC=C(OC2=C(C(=NC=N2)N)C2=CC=C(C=C2)OC2=CC=CC=C2)C=C1